9-(n-heptyloxy)anthracene tert-Butyl-3-(((2-bromo-5-(trifluoromethyl)pyrazolo[1,5-a]pyrimidin-7-yl)amino)methyl)-3-(4-fluorophenyl)azetidine-1-carboxylate C(C)(C)(C)OC(=O)N1CC(C1)(C1=CC=C(C=C1)F)CNC1=CC(=NC=2N1N=C(C2)Br)C(F)(F)F.C(CCCCCC)OC=2C1=CC=CC=C1C=C1C=CC=CC21